N-(naphthalene-1-yl)propenamide C1(=CC=CC2=CC=CC=C12)NC(C=C)=O